1-(2-hydroxyethyl)-1H-indazole-3-carboxylic acid OCCN1N=C(C2=CC=CC=C12)C(=O)O